N(C(=O)OC(C)[2H])([2H])[2H] urethan-d3